5-{trans-4-[2-cyano-4-(trifluoromethyl)phenoxy]-2-cyclopropylpiperidin-1-yl}-2'-ethoxy-N-[(3R)-pyrrolidin-3-yl]-[2,3'-bipyridine]-6-carboxamide C(#N)C1=C(O[C@H]2C[C@@H](N(CC2)C=2C=CC(=NC2C(=O)N[C@H]2CNCC2)C=2C(=NC=CC2)OCC)C2CC2)C=CC(=C1)C(F)(F)F